Cl.C1(CCCCC1)[C@@H]1C[C@H](NC1)C(=O)OCC (2S,4S)-ethyl 4-cyclohexylpyrrolidine-2-carboxylate hydrochloride